O=C1N2[C@H](OC13CCN(CC3)C3=CC=C(C=N3)C(=O)OC(C)C)CC[C@H]2C2=CC=CC=C2 propan-2-yl 6-[(5'S,7a'R)-3'-oxo-5'-phenyltetrahydro-1H,3'H-spiro[piperidine-4,2'-pyrrolo[2,1-b][1,3]oxazol]-1-yl]pyridine-3-carboxylate